NC1=CC=CC(=N1)S(=O)(=O)NC(=O)C=1C(=NC(=CC1)C1=CC(=CC(=C1)OCC(C)C)F)N1CC(CCC1)C N-[(6-Amino-2-pyridyl)sulfonyl]-6-(3-fluoro-5-isobutoxyphenyl)-2-(3-methyl-1-piperidyl)pyridin-3-carboxamid